O.C(=O)(OC(C)(C)C)N[C@@H](CO)C(=O)O N-Boc-L-serine monohydrate